C(CCC)C(COC(CCCCCC(=O)O)=O)CCCCCC 7-(2-butyloctoxy)-7-oxo-heptanoic acid